ClCCN1CCC1 1-(2-chloroethyl)azetidine